N-[3-chloro-4-(4-piperidylcarbamoyl)phenyl]-5-(2,3-difluoro-4-methoxy-phenyl)-1-methyl-imidazole-2-carboxamide ClC=1C=C(C=CC1C(NC1CCNCC1)=O)NC(=O)C=1N(C(=CN1)C1=C(C(=C(C=C1)OC)F)F)C